[C@]12(CNC[C@H]2C1)CO [(1S,5S)-3-azabicyclo[3.1.0]hexan-1-yl]methanol